FC(C1=CC=C(O[C@H](CN2CC3(CS(C3)(=O)=O)CC2)C)C=C1)(F)F (S)-6-(2-(4-(trifluoromethyl)phenoxy)propyl)-2-thia-6-azaspiro[3.4]octane 2,2-dioxide